Ethyl 2-(2,6-dimethyl-4-((5-oxo-4-(4-(trifluoromethoxy) phenyl)-4,5-dihydro-1H-1,2,4-triazol-1-yl)-dideuteromethyl) phenoxy)-2-methylpropionate CC1=C(OC(C(=O)OCC)(C)C)C(=CC(=C1)C([2H])([2H])N1N=CN(C1=O)C1=CC=C(C=C1)OC(F)(F)F)C